ClC12CC(C1)(C2)C(=O)N 3-chlorobicyclo[1.1.1]pentane-1-carboxamide